2-(4-methoxyphenyl)-N-(2-morpholino-5-(trifluoromethyl)phenyl)pyrrolidine-1-carboxamide COC1=CC=C(C=C1)C1N(CCC1)C(=O)NC1=C(C=CC(=C1)C(F)(F)F)N1CCOCC1